C12C3OC3C(CCC1)C2 3-oxatricyclo[3.3.1.02,4]nonane